[3-(4-Diphenylphosphanyl-2,6-dimethoxy-3-pyridyl)-2,6-dimethoxy-4-pyridyl]-diphenyl-phosphan C1(=CC=CC=C1)P(C1=C(C(=NC(=C1)OC)OC)C=1C(=NC(=CC1P(C1=CC=CC=C1)C1=CC=CC=C1)OC)OC)C1=CC=CC=C1